OC1=C(C=CC=C1OC)OC 2-hydroxy-1,3-dimethoxybenzene